N1=C(C=CC=C1)NC1CC2(CC(C2)NC(NCC2=CC=C(C(=O)N)C=C2)=O)C1 4-((3-(6-(pyridin-2-ylamino)spiro[3.3]hept-2-yl)ureido)methyl)benzamide